NC1=NC(=CC(=C1)N[C@H](C)CCC)CC1=C(C=C(C=C1)CN1CCCC1)C (R)-2-amino-6-(2-methyl-4-(pyrrolidin-1-ylmethyl)benzyl)-4-(pentan-2-ylamino)pyridin